OC1=CC=C2C=CN(C(C2=C1)=O)C1C(NC(CC1)=O)=O 3-(7-hydroxy-1-oxo-2-isoquinolyl)piperidine-2,6-dione